C(C)N1N=C2C(=CC=C(C2=C1)N1C[C@H]([C@@H](C1)F)N(C(OC(C)(C)C)=O)C)C(NC=1C=C(C=2N(C1)C=C(N2)C)F)=O trans-tert-butyl N-[(3R,4R)-1-[2-ethyl-7-({8-fluoro-2-methylimidazo[1,2-a]pyridin-6-yl}carbamoyl) indazol-4-yl]-4-fluoropyrrolidin-3-yl]-N-methylcarbamate